NC1=NC=CC=C1C1=NC=2C(=NC(=CC2)C2=CC=CC=C2)N1C1=CC=C(CNCCCC2=CC(=C(C=O)C=C2)O)C=C1 4-(3-((4-(2-(2-aminopyridin-3-yl)-5-phenyl-3H-imidazo[4,5-b]pyridin-3-yl)benzyl)amino)propyl)-2-hydroxybenzaldehyde